C(=O)(O)CN(CC(=O)O)CCNCC(=O)O N-(carboxymethyl)-N-[2-[(carboxymethyl)amino]ethyl]-Glycine